ClC=1C=C(C=C2C(=C(C=NC12)C#N)N[C@H](CC)C1=CC=CC=C1)N[C@@H](C=1C=NC=CC1)C=1N=NN(C1)C1CCCC1 8-chloro-6-(((S)-(1-cyclopentyl-1H-1,2,3-triazol-4-yl)(pyridin-3-yl)methyl)amino)-4-(((R)-1-phenylpropyl)amino)quinoline-3-carbonitrile